CC=1N=C(SC1C)B1OC(C(O1)(C)C)(C)C 4,5-dimethyl-2-(4,4,5,5-tetramethyl-1,3,2-dioxaborolan-2-yl)thiazole